C1=CN(C=C1)C2=CC=C(C=C2)[N+](=O)[O-] (4-Nitrophenyl)pyrrole